1-(1-acryloylpiperidin-4-yl)-8-chloro-6-fluoro-7-(3-hydroxynaphthalen-1-yl)-4-((1-methyl-pyrrolidin-2-yl)methoxy)-1,3-dihydro-2H-imidazo[4,5-c]quinolin-2-one C(C=C)(=O)N1CCC(CC1)N1C(NC=2C(=NC=3C(=C(C(=CC3C21)Cl)C2=CC(=CC1=CC=CC=C21)O)F)OCC2N(CCC2)C)=O